N-((1R,3s,5S)-8-azabicyclo[3.2.1]oct-3-yl)-3-chloro-N-methyl-4-((1S,2S)-2-(2-methylquinazolin-4-yl)cyclopropyl)benzamide [C@H]12CC(C[C@H](CC1)N2)N(C(C2=CC(=C(C=C2)[C@@H]2[C@H](C2)C2=NC(=NC1=CC=CC=C21)C)Cl)=O)C